C(C(C)=C)OCC(C(=O)OCCOCCOCC)=C ethoxyethoxyethyl α-methallyloxymethylacrylate